Tert-butyl {cis-4-hydroxy-4-[(methylsulfonyl)methyl]cyclohexyl}carbamate OC1(CCC(CC1)NC(OC(C)(C)C)=O)CS(=O)(=O)C